6-(4-fluorophenyl)-5-methyl-5H-pyrrolo[2,3-b]Pyrazine FC1=CC=C(C=C1)C1=CC=2C(=NC=CN2)N1C